(4-tert-butylphenyl)phosphin C(C)(C)(C)C1=CC=C(C=C1)P